Cl.C(C)(C)(C)OC(=O)N[C@H](C(=O)N1[C@@H]([C@H]2C([C@H]2C1)(C)C)C(=O)OC)[C@@H](CC)C methyl (1R,2S,5S)-3-[(2S,3R)-2-(tert-butoxycarbonylamino)-3-methyl-pentanoyl]-6,6-dimethyl-3-azabicyclo[3.1.0]hexane-2-carboxylate HCl